C(C)(C)(C)[C@H]1CC[C@H](CC1)N1CCC(CC1)N1C(=C(C2=CC(=CC=C12)F)C=NOC)CNC(OCC1=CC=CC=C1)=O benzyl ((1-(1-(cis-4-(tert-butyl) cyclohexyl)piperidin-4-yl)-5-fluoro-3-((methoxyimino)methyl)-1H-indol-2-yl)methyl)carbamate